[Pd](Cl)Cl.C1(=CC=CC=C1)P(C1=CC=CC=C1)C1=CC=CC=C1.C1(=CC=CC=C1)P(C1=CC=CC=C1)C1=CC=CC=C1 Bis(triphenylphosphorus) palladium dichloride